CC1(CN(S(N1)(=O)=O)CC1(CCC2(OCCO2)CC1)C)C 4,4-dimethyl-2-((8-methyl-1,4-dioxaspiro[4.5]decan-8-yl)methyl)-1,2,5-thiadiazolidine 1,1-dioxide